BrC=1C(=C2C(=NC1N1CC=3C=C(C=NC3CC1)C1CC1)CN(C2=O)C)C 3-Bromo-2-(3-cyclopropyl-7,8-dihydro-1,6-naphthyridin-6(5H)-yl)-4,6-dimethyl-6,7-dihydro-5H-pyrrolo[3,4-b]pyridin-5-one